NC1=C(C=CC=C1)C=1NC2=C(N1)C=CC=C2 2-(o-aminophenyl)benzimidazole